COC=1C=C(C=C(C1)C(F)(F)F)O 3-methoxy-5-(trifluoromethyl)phenol